5,5'-[oxybis(methylene)]bis(2-furaldehyde) O(CC1=CC=C(O1)C=O)CC1=CC=C(O1)C=O